N(=[N+]=[N-])CC=1N=CN(C1)CCCN1CCC(CC1)NC(OC(C)(C)C)=O tert-butyl (1-(3-(4-(azidomethyl)-1H-imidazol-1-yl)propyl)piperidin-4-yl)carbamate